4-(2-Chlorophenoxy)-N-[3-(methylcarbamoyl)phenyl]piperidine-1-carboxamide ClC1=C(OC2CCN(CC2)C(=O)NC2=CC(=CC=C2)C(NC)=O)C=CC=C1